N-(2-(2-hydroxypropan-2-yl)benzyl)-4-(5-methyl-2-((1-methyl-1H-pyrazol-5-yl)amino)pyrimidin-4-yl)oxazole-2-carboxamide OC(C)(C)C1=C(CNC(=O)C=2OC=C(N2)C2=NC(=NC=C2C)NC2=CC=NN2C)C=CC=C1